C(C)(=O)NC1=NC(=C2NC=NC2=N1)O 2-acetamido-6-hydroxypurine